3-morpholinopropyl (R)-7-(3-amino-4-(2,4,5-trifluorophenyl)butanoyl)-3-(trifluoromethyl)-5,6,7,8-tetrahydroimidazo[1,5-a]pyrazine-1-carboxylate N[C@@H](CC(=O)N1CC=2N(CC1)C(=NC2C(=O)OCCCN2CCOCC2)C(F)(F)F)CC2=C(C=C(C(=C2)F)F)F